6-[(1R)-1-amino-8-azaspiro[4.5]decan-8-yl]-3-(4-chloro-2-methyl-2H-indazol-5-yl)-5-methyl-1H,4H,5H-pyrazolo[3,4-d]pyrimidin-4-one N[C@@H]1CCCC12CCN(CC2)C=2N(C(C1=C(N2)NN=C1C1=C(C2=CN(N=C2C=C1)C)Cl)=O)C